2,4-dibromo-3-hydroxybenzaldehyde BrC1=C(C=O)C=CC(=C1O)Br